1-Bromo-2-methylpropan BrCC(C)C